4-(methylamino)nicotinonitrile CNC1=CC=NC=C1C#N